2-(3-(6-chloro-5-fluoropyridin-2-yl)-7-methoxyimidazo[1,2-b]pyridazin-6-yl)propan-2-ol ClC1=C(C=CC(=N1)C1=CN=C2N1N=C(C(=C2)OC)C(C)(C)O)F